ClC=1C(=C(C=CC1)N1CCN(CC1)C(C(=C)C)=O)C 1-[4-(3-chloro-2-methyl-phenyl)piperazin-1-yl]-2-methyl-prop-2-en-1-one